N-(4-methyl-phenylsulfonyloxy)diphenylmaleimide tert-butyl-(2R,4R)-4-hydroxy-2-isopropylpiperidine-1-carboxylate C(C)(C)(C)OC(=O)N1[C@H](C[C@@H](CC1)O)C(C)C.CC1=CC=C(C=C1)S(=O)(=O)ON1C(C(=C(C1=O)C1=CC=CC=C1)C1=CC=CC=C1)=O